CC[C@H](C)[C@@H](C(=O)N[C@@H]([C@@H](C)CC)C(=O)NCC(=O)N[C@@H](CC(C)C)C(=O)N[C@@H](CCSC)C(=O)N[C@@H](C(C)C)C(=O)NCC(=O)NCC(=O)N[C@@H](C(C)C)C(=O)N[C@@H](C(C)C)C(=O)N[C@@H]([C@@H](C)CC)C(=O)N[C@@H](C)C(=O)O)NC(=O)[C@H](C)NC(=O)CNC(=O)[C@H](CCCCN)NC(=O)[C@H](CC(=O)N)NC(=O)[C@H](CO)NC(=O)CNC(=O)[C@H](C(C)C)NC(=O)[C@H](CC(=O)O)NC(=O)[C@H](CCC(=O)O)NC(=O)[C@H](C)NC(=O)[C@H](CC1=CC=CC=C1)NC(=O)[C@H](CC2=CC=CC=C2)NC(=O)[C@H](C(C)C)NC(=O)[C@H](CC(C)C)NC(=O)[C@H](CCCCN)NC(=O)[C@H](CCC(=O)N)NC(=O)[C@H](CC3=CNC=N3)NC(=O)[C@H](CC4=CNC=N4)NC(=O)[C@H](C(C)C)NC(=O)[C@H](CCC(=O)O)NC(=O)[C@H](CC5=CC=C(C=C5)O)NC(=O)CNC(=O)[C@H](CO)NC(=O)[C@H](CC(=O)O)NC(=O)[C@H](CC6=CNC=N6)NC(=O)[C@H](CCCNC(=N)N)NC(=O)[C@H](CC7=CC=CC=C7)NC(=O)[C@H](CCC(=O)O)NC(=O)[C@H](C)NC(=O)[C@H](CC(=O)O)N The molecule is a beta-amyloid that ia a 42 amino acid polypeptide of sequence Asp Ala Glu Phe Arg His Asp Ser Gly Tyr Glu Val His His Gln Lys Leu Val Phe Phe Ala Glu Asp Val Gly Ser Asn Lys Gly Ala Ile Ile Gly Leu Met Val Gly Gly Val Val Ile Ala.